ClC1=C(C(=C(C(=C1)CCl)C)OC)OC 1-Chloro-5-(chloromethyl)-2,3-dimethoxy-4-methylbenzene